C1(CC1)C1=NN(C=C1CN1C[C@H](NCC1)C=1C(=C2COC(C2=CC1)=O)C)C1=CC(=C(C=N1)C#N)C (R)-6-(3-cyclopropyl-4-((3-(4-methyl-1-oxo-1,3-dihydroisobenzofuran-5-yl)piperazin-1-yl)methyl)-1H-pyrazol-1-yl)-4-methylpyridine-3-carbonitrile